2-amidinopentyl-carboxylic acid C(N)(=N)C(CC(=O)O)CCC